T-butylHydrogen peroxide C(C)(C)(C)OO